FC(OC=1C=CC(=C(C1)O)B1OC(C(O1)(C)C)(C)C)F 5-(difluoromethoxy)-2-(4,4,5,5-tetramethyl-1,3,2-dioxaborolan-2-yl)phenol